ClC1=CC=2C=CC=3C=4N=C(C(N(CCCCOC2N=C1)CC)=O)C=CC4NN3 15-chloro-7-ethyl-8,9,10,11-tetrahydro-2H-3,5-ethenopyrazolo[4,3-j]pyrido[3,2-n][1,6,9]oxadiazacyclopentadecin-6(7H)-one